FC([C@@H]1[C@H](C1)C=1C=2N(N=C(C1)C=1C(NC(NC1)=O)=O)C(=NC2)C(F)(F)F)F 5-(4-((1S,2S)-2-(difluoromethyl)cyclopropyl)-7-(trifluoromethyl)imidazo[1,5-b]pyridazin-2-yl)pyrimidine-2,4(1H,3H)-dione